Methyl (Z)-8-hexadecenoate C(CCCCCC\C=C/CCCCCCC)(=O)OC